C1(=CC=CC=C1)CCC(=O)OCCN(C)C 3-Phenylpropionic acid, 2-dimethylaminoethyl ester